5-[(4R,9aS)-4-methyl-8-[2-[6-(6-methyl-2,6-diazaspiro[3.3]heptan-2-yl)-3-pyridyl]ethyl]-3,4,6,7,9,9a-hexahydro-1H-pyrazino[1,2-a]pyrazin-2-yl]-2-deuterio-quinoline-8-carbonitrile C[C@@H]1CN(C[C@H]2N1CCN(C2)CCC=2C=NC(=CC2)N2CC1(C2)CN(C1)C)C1=C2C=CC(=NC2=C(C=C1)C#N)[2H]